O1CC(CC1)C1=C(C(=NC=C1)N)N tetrahydrofuran-3-ylpyridine-2,3-diamine